(S)-1-(9H-fluoren-9-yl)-5-methyl-3,6-dioxo-2,9-dioxa-4,7-diazaundecane-11-oic acid benzyl ester C(C1=CC=CC=C1)OC(COCNC([C@@H](NC(OCC1C2=CC=CC=C2C=2C=CC=CC12)=O)C)=O)=O